FC=1C=CC2=C(C(N(CC=3N2C(C2=C(N3)SC3=C2CCN(C3)C)=O)C)=O)C1 3-fluoro-6,11-dimethyl-6,7,10,11,12,13-hexahydrobenzo[f]pyrido[4'',3'':4',5']thieno[2',3':4,5]pyrimido[1,2-a][1,4]diazepine-5,14-dione